C[Si](CCOCN1N=CC2=CC(=CC=C12)C(=O)O)(C)C 1-((2-(trimethylsilyl)ethoxy)methyl)-1H-indazole-5-carboxylic acid